ClC1=C(C(=O)O)C=CC(=C1)N1CCCC1 2-Chloro-4-pyrrolidin-1-yl-benzoic acid